NCC(=O)NCO[C@@H](C(=O)OCC1=C(C=C(C=C1)OC)OC)C1CC1 2,4-Dimethoxybenzyl (R)-2-((2-aminoacetylamino)methoxy)-2-cyclopropylacetate